4-(7-bromo-2-chloro-6,8-difluoroquinazolin-4-yl)-6-hydroxy-6-methyl-1,4-diazacycloheptane-1-carboxylic acid tert-butyl ester C(C)(C)(C)OC(=O)N1CCN(CC(C1)(C)O)C1=NC(=NC2=C(C(=C(C=C12)F)Br)F)Cl